(E)-7-(3-(4-isopropylbenzylidene)-2,5-dioxopyrrolidinyl)-N-hydroxyheptanamide C(C)(C)C1=CC=C(\C=C/2\C(N(C(C2)=O)CCCCCCC(=O)NO)=O)C=C1